N=1NN=NC1C1=CC=CC(=N1)C(CS(=O)(=O)N(CC1=CC=C(C=C1)OC)CC1=CC=C(C=C1)OC)(C)O 2-(6-(2H-tetrazol-5-yl)pyridin-2-yl)-2-hydroxy-N,N-bis(4-methoxybenzyl)propane-1-sulfonamide